tetrahydro-9-methyl-5-(4-methylphenyl)-7H-[1,4]diazocino[2,1-g][1,7]naphthyridine CC1=CNC=C2C(=C3CCCNC3=CN2C=C1)C1=CC=C(C=C1)C